ClC1=C(C=C(C=C1)F)[C@@H](CC)C=1C=NN(C1)C (1S,2R)-1-(2-chloro-5-fluorophenyl)-1-(1-methyl-1H-pyrazol-4-yl)propan